C(C1=CC=CC=C1)(=O)C1=C(C(=O)NN)C=CC(=C1)Br benzoyl-4-bromobenzohydrazide